C(C)(=O)C1=C(C=C(C=C1)Cl)C=1C(=NN(C(C1)=O)[C@H](C(=O)NC1=CC=C(C(=O)O)C=C1)CC1=CC=CC=C1)OC(F)F (S)-4-(2-(4-(2-acetyl-5-chlorophenyl)-3-(difluoromethoxy)-6-oxopyridazin-1(6H)-yl)-3-phenylpropanamido)benzoic acid